C(C)(C)(C)C=1C=C(C=C(C1O)C(C)(C)C)CCC(=O)OCCCCCCCC octyl 3-(3',5'-di-tert-butyl-4'-hydroxyphenyl)propionate